6-ethyl-5-(8-methoxy-[1,2,4]triazolo[1,5-a]pyridin-6-yl)-1-((3R)-1-(tetrahydrofuran-3-yl)piperidin-3-yl)-1,3-dihydro-2H-benzo[d]imidazol-2-one C(C)C=1C(=CC2=C(N(C(N2)=O)[C@H]2CN(CCC2)C2COCC2)C1)C=1C=C(C=2N(C1)N=CN2)OC